O=C1N(C(C2=CC=CC=C12)=O)CC(=O)NC1=CC=C(C=C1)S(NCCC1=CC=CC=C1)(=O)=O 2-(1,3-dioxoisoindol-2-yl)-N-(4-(N-phenethyl-sulfamoyl)phenyl)acetamide